C(N)(=O)C=1C=C(C=CC1F)NC(=O)[C@@H]1O[C@@]([C@H]([C@H]1C1=C(C(=C(C=C1)F)F)OC(F)F)C)(C(F)(F)F)C (2R,3S,4S,5S)-N-(3-carbamoyl-4-fluorophenyl)-3-(2-(difluoromethoxy)-3,4-difluorophenyl)-4,5-dimethyl-5-(trifluoromethyl)tetrahydrofuran-2-carboxamide